phenanthren-3-yl tetrahydro-2H-pyran-4-carboxylate O1CCC(CC1)C(=O)OC=1C=CC=2C=CC3=CC=CC=C3C2C1